(E)-N-(3-(N-(4-bromophenyl)sulfamoyl)phenyl)-3-(furan-2-yl)acrylamide BrC1=CC=C(C=C1)NS(=O)(=O)C=1C=C(C=CC1)NC(\C=C\C=1OC=CC1)=O